N1(C=CC2=CC=CC=C12)CC=1C=C(SC1)C(=O)C=1C=NC=NC1 5-{[4-(1H-indol-1-ylmethyl)-2-thienyl]carbonyl}pyrimidin